tert-butyl 4-[4-chloro-3-[(8-fluoro-2-methyl-imidazo[1,2-a]-pyridin-6-yl)amino]-1-tetrahydropyran-2-yl-indazol-6-yl]piperazine-1-carboxylate ClC1=C2C(=NN(C2=CC(=C1)N1CCN(CC1)C(=O)OC(C)(C)C)C1OCCCC1)NC=1C=C(C=2N(C1)C=C(N2)C)F